ClC=1C(=NC(=NC1)N[C@H]1[C@@H]([C@@H]2CC[C@H](C1)N2S(=O)(=O)C)O)C=2C=C(C1=C(N(C(=N1)C(C)(C)O)C(C)C)C2)F (1S,2S,3R,5R)-3-((5-chloro-4-(4-fluoro-2-(2-hydroxypropan-2-yl)-1-isopropyl-1H-benzo[d]imidazol-6-yl)pyrimidin-2-yl)amino)-8-(methylsulfonyl)-8-azabicyclo[3.2.1]octan-2-ol